1-((5-(5-(difluoromethyl)-1,3,4-oxadiazole-2-yl)pyridine-2-yl)methyl)-3-(1-methylazetidine-3-yl)-3,4-dihydroquinazoline-2(1H)-one FC(C1=NN=C(O1)C=1C=CC(=NC1)CN1C(N(CC2=CC=CC=C12)C1CN(C1)C)=O)F